methyl-(6-methoxypyridin-3-yl)-1,4-dimethylisoquinoline-3-carboxylate CC=1C(=C2C(=C(N=C(C2=CC1)C)C(=O)[O-])C)C=1C=NC(=CC1)OC